ClC=1C=C2C(=CC(=C(C2=CC1)OC(C=C)=O)N)O 6-chloro-2-amino-4-hydroxy-1-Acryloyloxynaphthalene